N3,N3'-(5-Amino-3-iminopyridin-2,6(1H,3H)-diyliden)bis{N2-[2-(4-methylpiperazin-1-yl)ethyl]pyrazolo[1,5-a]pyridin-2,3-diamin} NC1=CC(C(NC1=NC=1C(=NN2C1C=CC=C2)NCCN2CCN(CC2)C)=NC=2C(=NN1C2C=CC=C1)NCCN1CCN(CC1)C)=N